C(C)(C)(C)C1=CC(=C(NC2=CC=C(C=C2)C(C)(C)C)C(=C1)C)C 4-tertbutyl-N-(4-tertbutylphenyl)-2,6-dimethylaniline